BrC=1C=C(C=CC1OC)CN1[C@H](COCC1)C(=O)N[C@@H](C)C1=CC=C(C(=O)OC)C=C1 methyl 4-[(1S)-1-[[(3R)-4-[(3-bromo-4-methoxy-phenyl)methyl]morpholine-3-carbonyl]amino]ethyl]benzoate